C1(CC1)C1=CC(=NN1)NC1=NC(=NC2=CC=CC=C12)C=1C=CC(=NC1)N1CC2N(C(C1)C2)C(=O)C=2C=NC=CC2 (3-(5-(4-((5-cyclopropyl-1H-pyrazol-3-yl)amino)quinazolin-2-yl)pyridin-2-yl)-3,6-diazabicyclo[3.1.1]heptan-6-yl)(pyridin-3-yl)methanone